FC=1C=CC(=NC1CF)N1CC(=CC=C1C)C1=CC=NC(=C1)C N-(5-fluoro-6-(fluoromethyl)pyridin-2-yl)-6,6'-dimethyl-[3,4'-bipyridine]